C(C)(C)(C)OC(=O)N1C2=C(OCC1)C=C(C(=C2)OC)Br.BrC2=CC(=CC(=C2)C(C)(C)C)Br 1,3-Dibromo-5-(tert-butyl)benzene tert-Butyl-7-bromo-6-methoxy-2,3-dihydro-4H-benzo[b][1,4]oxazine-4-carboxylate